S1C=NC2=C1C=C(C=C2)\C=C/2\C(N(C(=N2)NC2CCCCCCC2)C)=O (5Z)-5-(1,3-benzothiazol-6-ylmethylene)-2-(cyclooctylamino)-3-methyl-imidazol-4-one